5-fluoro-4-hydrazinopyrimidine-2(1H)-one FC=1C(=NC(NC1)=O)NN